C1(CC1)C1=NC(=CC(=C1)C1=C(C=C(C#N)C=C1)C1=NN=CN1C)N1C(C2=CC(=C(C=C2C1)OC)C=O)=O 4-[2-cyclopropyl-6-(6-formyl-5-methoxy-1-oxo-3H-isoindol-2-yl)pyridin-4-yl]-3-(4-methyl-1,2,4-triazol-3-yl)benzonitrile